[AlH4-].[Mg+2].[AlH4-] magnesium aluminum tetrahydride